(R)-N4-(4-chloro-2-(isopropylcarbamoyl)thiazol-5-yl)-2-methyl-N1-((S)-11-oxo-2,3,10,11-tetrahydro-1H,5H-benzo[d]pyrazolo[1,2-a][1,2]diazepin-10-yl)succinamide ClC=1N=C(SC1NC(C[C@H](C(=O)N[C@H]1C2=C(CN3N(C1=O)CCC3)C=CC=C2)C)=O)C(NC(C)C)=O